Cl.C(C1=CC=CC=C1)NC=1C=2N(N=C(C1)NC[C@@H]1[C@H](CNCC1)O)C(=CN2)C(C)C (3R,4R)-4-((8-(benzylamino)-3-isopropylimidazo[1,2-b]pyridazin-6-ylamino)methyl)piperidin-3-ol hydrochloride